6-iodo-2,3-dihydro-1H-indene IC1=CC=C2CCCC2=C1